2-[(E)-[(1R)-1-(hydroxymethyl)-2,2-dimethyl-propyl]iminomethyl]-4,6-dibromo-phenol OC[C@@H](C(C)(C)C)\N=C\C1=C(C(=CC(=C1)Br)Br)O